C(C)(C)(C)N1C[C@H](CC1)CNC(=O)N1CCN(C2=CC=CC=C12)C1=CC(=CC=C1)F tert-butyl-(R)-3-((4-(3-fluorophenyl)-1,2,3,4-tetrahydroquinoxaline-1-carboxamido)methyl)pyrrolidine